COC1=CC=C(C=C1)\C=C/C(=O)C1=CC=C(O[C@@H](C(=O)O)C)C=C1 (2R)-2-[4-[(Z)-3-(4-Methoxyphenyl)prop-2-enoyl]phenoxy]propanoic acid